C(C=C)(=O)NC=1C=C(C=CC1)NC1=NC(=NC=C1F)NC1=CC=C(OC2=CC(=NC=C2)C(=O)NC)C=C1 4-(4-((4-((3-acrylamidophenyl)amino)-5-fluoropyrimidin-2-yl)amino)phenoxy)-N-methylpyridineamide